O1C(=CC2=C1C=CC=C2)C[C@@H](CCC)NCCC (R)-1-(benzofuran-2-yl)-2-propylaminopentane